i-pentyl acetate C(C)(=O)OCCC(C)C